4-methyl-5-thiazolate CC=1N=CSC1C(=O)[O-]